C(C=C)N1[C@H](CCC1)C(=O)O allyl-D-proline